Methyl (1R,4R)-4-((2-methyl-2-((R)-3-(3-(trifluoromethyl)phenoxy)pyrrolidin-1-yl)propanamido)methyl)cyclohexane-1-carboxylate CC(C(=O)NCC1CCC(CC1)C(=O)OC)(C)N1C[C@@H](CC1)OC1=CC(=CC=C1)C(F)(F)F